NC(COC1=CC(=C2CC(CC2=C1)CNCC[C@H]1CN(C(O1)=O)C1=NC2=C(OCC(N2)=O)N=C1)F)(C)C 6-[(5S)-5-[2-[[6-(2-amino-2-methylpropoxy)-4-fluoro-2,3-dihydro-1H-inden-2-yl]methylamino]ethyl]-2-oxo-1,3-oxazolidin-3-yl]-4H-pyrazino[2,3-b][1,4]oxazin-3-one